3-cyclooctene C1CC=CCCCC1